N-(5-((6-(1H-indazol-1-yl)pyrimidin-4-yl)amino)-2-((2-(dimethylamino)ethyl)(methyl)amino)-4-methoxyphenyl)acrylamide N1(N=CC2=CC=CC=C12)C1=CC(=NC=N1)NC=1C(=CC(=C(C1)NC(C=C)=O)N(C)CCN(C)C)OC